2,6-dichloro-4-(2-methylpropan-1-en-1-yl)benzonitrile ClC1=C(C#N)C(=CC(=C1)C=C(C)C)Cl